C(#N)C=1C=NN2C1C(=CC(=C2)OCC)C=2C=CC(=NC2)N2C[C@@H]([C@@H](C2)O)NC(OC(C)(C)C)=O tert-butyl ((3S,4R)-1-(5-(3-cyano-6-ethoxypyrazolo[1,5-a]pyridin-4-yl)pyridin-2-yl)-4-hydroxypyrrolidin-3-yl)carbamate